(2R)-1-(Dimethylamino)-1-oxopropan-2-yl (2S)-2-amino-3-{3-[3-(3-fluorophenoxy)-3-phenylazetidin-1-sulfonyl]phenyl}propanoate monotrifluoroacetate FC(C(=O)O)(F)F.N[C@H](C(=O)O[C@@H](C(=O)N(C)C)C)CC1=CC(=CC=C1)S(=O)(=O)N1CC(C1)(C1=CC=CC=C1)OC1=CC(=CC=C1)F